NC1=NC(=C2C(=N1)N(N=C2)CC2=CC(=C(C=C2)[N+](=O)[O-])C)C2=NC=CC(=C2)C#N 2-[6-amino-1-[(3-methyl-4-nitro-phenyl)methyl]pyrazolo[3,4-d]pyrimidine-4-yl]pyridine-4-carbonitrile